COCC1(C=CC=2C=CC3=C(C12)C=CC=C3)COC 1,1-bis(methoxymethyl)-1H-benzo[e]indene